(9R,13S)-13-[4-(6-chloro-1H-indazol-4-yl)-6-oxo-1,6-dihydropyrimidin-1-yl]-3-(difluoromethyl)-9-methyl-3,4,7,15-tetraazatricyclo[12.3.1.02,6]Octadecan-1(18),2(6),4,14,16-pentaen-8-one ClC1=CC(=C2C=NNC2=C1)C=1N=CN(C(C1)=O)[C@H]1CCC[C@H](C(NC=2C=NN(C2C=2C=CN=C1C2)C(F)F)=O)C